N-((1R,2S)-2-(2-chlorophenyl)cyclopropyl)-3-(2-methylpyridin-4-yl)-1H-pyrazolo[3,4-b]pyridine-5-amide ClC1=C(C=CC=C1)[C@H]1[C@@H](C1)NC(=O)C=1C=C2C(=NC1)NN=C2C2=CC(=NC=C2)C